2-[2-[(2S)-4-[4-(6-fluoro-5-isopropoxy-1H-indazol-3-yl)-2-pyridinyl]-2-methyl-piperazin-1-yl]ethoxy]isoindoline-1,3-dione FC1=C(C=C2C(=NNC2=C1)C1=CC(=NC=C1)N1C[C@@H](N(CC1)CCON1C(C2=CC=CC=C2C1=O)=O)C)OC(C)C